2-(2-((R)-1-(1-(4-chlorophenyl)cyclopropyl)-3-((R or S)-3,3-dimethyloxetan-2-yl)pyrrolidin-3-yl)ethyl)-5-(methylsulfonyl)pyridine ClC1=CC=C(C=C1)C1(CC1)N1C[C@@](CC1)([C@H]1OCC1(C)C)CCC1=NC=C(C=C1)S(=O)(=O)C |o1:15|